tert-butyl 4-(6-(6-methoxy-5-nitropyridin-3-yl) pyrido[3,2-d]pyrimidin-4-yl)-3,6-dihydropyridine-1(2H)-carboxylate COC1=C(C=C(C=N1)C=1C=CC=2N=CN=C(C2N1)C=1CCN(CC1)C(=O)OC(C)(C)C)[N+](=O)[O-]